O[C@H]([C@H](C[C@@H](C(CC)=O)C)C)CC (4S,6S,7S)-7-hydroxy-4,6-dimethyl-3-nonanone